bis(cyclopentadienyl)bis[2,6-difluoro-3-(N-hexyl-(2-ethyl-2-methylbutanoyl)amino)phenyl]titanium C1(C=CC=C1)[Ti](C1=C(C(=CC=C1F)N(CCCCCC)C(C(CC)(CC)C)=O)F)(C1=C(C(=CC=C1F)N(CCCCCC)C(C(CC)(C)CC)=O)F)C1C=CC=C1